NC1=NC=C(C=C1C(=O)N[C@@H]1[C@H](CCC1)OCC1=CC=C(C=C1)C=1C=C2C(CC(C2=CC1)N1CCN(CC1)CCO)(C)C)C(F)(F)F 2-amino-N-{(1S,2S)-2-[(4-{1-[4-(2-hydroxyethyl)piperazin-1-yl]-3,3-dimethyl-2,3-dihydro-1H-inden-5-yl}phenyl)methoxy]cyclopentyl}-5-(trifluoromethyl)pyridine-3-carboxamide